C[SiH](C)[Hf](C1C(=CC2=CC=CC=C12)CCC)C1C(=CC2=CC=CC=C12)CCC dimethylsilyl-bis(2-propyl-indenyl)hafnium